Methyl 4-(benzyloxy)-2-naphthoate C(C1=CC=CC=C1)OC1=CC(=CC2=CC=CC=C12)C(=O)OC